6-(3-cyanophenyl)-4-oxo-4,5-dihydropyrazolo[1,5-a]pyrazine-2-carboxylic acid ethyl ester C(C)OC(=O)C1=NN2C(C(NC(=C2)C2=CC(=CC=C2)C#N)=O)=C1